C(C(=C)C)(=O)O.C(C(=C)C)(=O)O.C=1(C2=C(C(=CC1)C1=CC=C(C=C1)O)C1C(COCC3C2O3)O1)O 4,4'-biphenoldiglycidyl ether dimethacrylate